ClC=1C=C(C(=O)NC2CC23CCN(CC3)CCC3=CC=CC=C3)C=CC1Cl 3,4-dichloro-N-(6-phenethyl-6-azaspiro[2.5]oct-1-yl)benzamide